FC(C=1C=C2C(=CN=NC2=C(C1)C(F)(F)F)NC(C(=O)N=CN(C)C)=C)(F)F 2-[[6,8-bis(trifluoromethyl)cinnolin-4-yl]amino]-N-(dimethylaminomethylene)acrylamide